CC1([C@@H]([C@H](CCC1)C)C(=O)NCCC1=NC=CC=C1)C (1R,6S)-2,2,6-trimethyl-N-(2-pyridinylethyl)cyclohexane-1-carboxamide